6-cyano-5-(3,5-difluorophenyl)-N-(2,2-dimethyloxetan-4-yl)pyridine-3-carboxamide C(#N)C1=C(C=C(C=N1)C(=O)NC1CC(O1)(C)C)C1=CC(=CC(=C1)F)F